ClC1=C(C=CC(=N1)CC(=O)N)OC(F)(F)F [6-chloro-5-(trifluoromethoxy)pyridin-2-yl]acetamide